(S,E)-2-(cyclohexylmethyl)-N-(4-(methylsulfonyl)but-3-en-2-yl)-4-phenoxypyrimidine-5-carboxamide C1(CCCCC1)CC1=NC=C(C(=N1)OC1=CC=CC=C1)C(=O)N[C@@H](C)\C=C\S(=O)(=O)C